7-((3aR,4R,6R,6aS)-6-(((tert-butyldiphenylsilyl)oxy)methyl)-2,2-dimethyltetrahydrothieno[3,4-d][1,3]dioxol-4-yl)-5-(3,3-dimethylbut-1-yn-1-yl)-7H-pyrrolo[2,3-d]pyrimidine-4-amine [Si](C1=CC=CC=C1)(C1=CC=CC=C1)(C(C)(C)C)OC[C@H]1S[C@H]([C@H]2[C@@H]1OC(O2)(C)C)N2C=C(C1=C2N=CN=C1N)C#CC(C)(C)C